1-(2,2-Difluoropropyl)-7-methoxy-N-(4-methoxybenzyl)-1H-pyrazolo[4,3-c]pyridin-6-amine FC(CN1N=CC=2C=NC(=C(C21)OC)NCC2=CC=C(C=C2)OC)(C)F